C(C)(=O)[C@@H]1C([C@@H](C1)CNC(OCC1=CC=CC=C1)=O)(C)C benzyl {[(1R,3S)-3-acetyl-2,2-dimethylcyclobutyl]methyl}carbamate